1-((3,3-difluorocyclobutyl)methyl)-4-((4-((2-methoxy-3-(1-methyl-1H-1,2,4-triazol-3-yl)phenyl)amino)-5-propionylpyridin-2-yl)amino)pyrimidin-2(1H)-one FC1(CC(C1)CN1C(N=C(C=C1)NC1=NC=C(C(=C1)NC1=C(C(=CC=C1)C1=NN(C=N1)C)OC)C(CC)=O)=O)F